(R,S)-4-(((8-Fluoro-4-oxochroman-7-yl)oxy)(pyridin-4-yl)methyl)benzonitrile FC=1C(=CC=C2C(CCOC12)=O)O[C@H](C1=CC=C(C#N)C=C1)C1=CC=NC=C1